N-(1-cyclopropyl-2-((1-(2-(2,6-dioxopiperidin-3-yl)-1,3-dioxoisoindolin-4-yl)azetidin-3-yl)amino)-2-oxoethyl)benzamide C1(CC1)C(C(=O)NC1CN(C1)C1=C2C(N(C(C2=CC=C1)=O)C1C(NC(CC1)=O)=O)=O)NC(C1=CC=CC=C1)=O